2-(3-(1-benzylpiperidin-4-yl)-1H-pyrrolo[2,3-c]pyridin-1-yl)-5-fluoro-N,N-diisopropylbenzamide C(C1=CC=CC=C1)N1CCC(CC1)C1=CN(C2=CN=CC=C21)C2=C(C(=O)N(C(C)C)C(C)C)C=C(C=C2)F